C(C)(C)(C)OC(=O)N1CCN(CC1)C(=O)N1CC=2NN=C(C2C1)C(=O)N1CCC(CC1)C1=C(C(=C(C=C1)F)F)C(F)(F)F 4-(3-(4-(3,4-difluoro-2-(trifluoromethyl)phenyl)piperidine-1-carbonyl)-1,4,5,6-tetrahydropyrrolo[3,4-c]pyrazole-5-carbonyl)piperazine-1-carboxylic acid tert-butyl ester